6-phenyl-4-(pyridin-3-yl)-1,3,5-triazin-2(1H)-one C1(=CC=CC=C1)C1=NC(=NC(N1)=O)C=1C=NC=CC1